oxygen furanol O1C(=CC=C1)O.[O]